(±)-N-(3,4-dichlorophenyl)-2-fluoro-6,7,8,9-tetrahydro-5H-5,8-epiminobenzo[7]annulene-10-carboxamide ClC=1C=C(C=CC1Cl)NC(=O)N1C2CCC1CC1=C2C=CC(=C1)F